ClC1=C(C(=CC=C1)Cl)N1C(OC2=C(C1=O)C=NC(=N2)NC2=CC=C1C(CN(CC1=C2)C)(C)C)C 3-(2,6-Dichlorophenyl)-2-methyl-7-((2,4,4-trimethyl-1,2,3,4-tetrahydroisoquinolin-7-yl)amino)-2,3-dihydro-4H-pyrimido[5,4-e][1,3]oxazin-4-one